(1R,2S)-1-methoxy-1-(5-methylpyrimidin-2-yl)propane-2-sulfonamide CO[C@@H]([C@H](C)S(=O)(=O)N)C1=NC=C(C=N1)C